5,8-dihydropteridin-6,7-dione N1=CN=CC=2NC(C(NC12)=O)=O